4-((1-Acetylpiperidin-4-yl)amino)-N-(4-(4-methylpiperazin-1-yl)phenyl)-2-oxo-1,2-dihydropyridine-3-carboxamide C(C)(=O)N1CCC(CC1)NC1=C(C(NC=C1)=O)C(=O)NC1=CC=C(C=C1)N1CCN(CC1)C